ClC1=NC2=CC=CC=C2C(=N1)NC1=CC(=C(C=C1)Cl)OCC 2-Chloro-N4-(4-chloro-3-ethoxyphenyl)quinazoline-4-amine